N-methyl-2H-spiro[benzofuran-3,1'-cyclopropane]-4-carboxamide CNC(=O)C=1C=CC=C2C1C1(CC1)CO2